2-chloro-5-(((3,5-dimethoxyphenyl)amino)methyl)-N-ethylpyrimidin-4-amine ClC1=NC=C(C(=N1)NCC)CNC1=CC(=CC(=C1)OC)OC